(E)-N-(4-(3-(hydroxyamino)-3-oxoprop-1-en-1-yl)benzyl)-4-((4-methoxybenzyl)oxy)quinoline-2-carboxamide ONC(/C=C/C1=CC=C(CNC(=O)C2=NC3=CC=CC=C3C(=C2)OCC2=CC=C(C=C2)OC)C=C1)=O